N=1C=CN2C=3C=CC=CC3C=3C=CC=CC3C21 imidazo[1,2-f]phenanthridin